ClC=1C(=NC(=NC1)NC1=CC(=CC(=C1)CN1C[C@H](N[C@H](C1)C)C)C1CC1)C1=CNC2=CC(=CC=C12)C 5-chloro-N-(3-cyclopropyl-5-(((3R,5S)-3,5-dimethylpiperazine-1-yl)methyl)phenyl)-4-(6-methyl-1H-indol-3-yl)pyrimidin-2-amine